ClC=1C(=NC=CC1)CN1C=NN(C1=O)C1=CC(=C(OC2=C(N=C(S2)C#N)C)C=C1)F 5-[4-[4-[(3-chloro-2-pyridyl)methyl]-5-oxo-1,2,4-triazol-1-yl]-2-fluoro-phenoxy]-4-methyl-thiazole-2-carbonitrile